C(CCCCCCCCCCCCCCCCC)[NH3+] monooctadecyl-ammonium